decyl ((((2R,3S,5R)-5-(6-amino-2-fluoro-9H-purin-9-yl)-2-ethynyl-3-hydroxytetrahydrofuran-2-yl)methoxy)(((S)-1-(decyloxy)-1-oxopropan-2-yl)oxy)phosphoryl)-L-phenylalaninate NC1=C2N=CN(C2=NC(=N1)F)[C@H]1C[C@@H]([C@@](O1)(C#C)COP(=O)(O[C@H](C(=O)OCCCCCCCCCC)C)N[C@@H](CC1=CC=CC=C1)C(=O)OCCCCCCCCCC)O